7-(4,4,5,5-tetramethyl-1,3,2-dioxaborolan-2-yl)-2H-benzo[b][1,4]oxazin-3(4H)-one CC1(OB(OC1(C)C)C=1C=CC2=C(OCC(N2)=O)C1)C